3-(5-((2-fluorobenzyl)oxy)-2-methylbenzofuran-3-carboxamido)tetrahydrofuran-3-carboxylic acid FC1=C(COC=2C=CC3=C(C(=C(O3)C)C(=O)NC3(COCC3)C(=O)O)C2)C=CC=C1